carboxypentanol C(=O)(O)C(CCCC)O